7-bromo-N-ethyl-5-methyl-4-oxo-4,5-dihydrofuro[3,2-c]pyridine-2-carboxamide BrC=1C2=C(C(N(C1)C)=O)C=C(O2)C(=O)NCC